(3-chlorophenyl)-5-(4-((9-isobutyl-9H-purin-6-yl)oxy)phenyl)thiazol-2-amine ClC=1C=C(C=CC1)C=1N=C(SC1C1=CC=C(C=C1)OC1=C2N=CN(C2=NC=N1)CC(C)C)N